C(CCC)C1=NN(C=N1)CCC[Si](OC)(OC)OC 3-butyl-1-[3-(trimethoxysilyl)propyl]-1,2,4-triazole